C1(=CC(=CC=C1)OBOC=1C=C(C=CC1)C)C di(3-tolyl)boronic acid